3-((benzyloxy)methyl)cyclobutane-1-carboxylic acid C(C1=CC=CC=C1)OCC1CC(C1)C(=O)O